(S)-N-(7-(6-(1-hydroxypropan-2-yl)-4-methylpyridin-3-yl)-2,6-naphthyridin-3-yl)cyclopropanecarboxamide OC[C@@H](C)C1=CC(=C(C=N1)C1=NC=C2C=C(N=CC2=C1)NC(=O)C1CC1)C